C1(=CC=CC=C1)C=1N=C(OC1C1=CC=CC=C1)SCC(=O)NC1C(CCCC1)C 2-(4,5-diphenyloxazol-2-yl)sulfanyl-N-(2-meth-ylcyclohexyl)acetamide